3-(5-(((1R,5S,6s)-3-azabicyclo[3.1.0]hexan-6-yl)methoxy)-6-methylpyrazin-2-yl)-1H-indole-7-carbonitrile [C@H]12CNC[C@@H]2C1COC=1N=CC(=NC1C)C1=CNC2=C(C=CC=C12)C#N